3-aminocyclobutyl 4-(((3R,4R)-1-(2-cyanoacetyl)-4-methylpiperidin-3-yl) (methyl) amino)-7H-pyrrolo[2,3-d]pyrimidine-7-carboxylate C(#N)CC(=O)N1C[C@@H]([C@@H](CC1)C)N(C=1C2=C(N=CN1)N(C=C2)C(=O)OC2CC(C2)N)C